COC(C1=CC(=C(C=C1)F)C(C(=O)OCC)(F)F)=O 3-(2-Ethoxy-1,1-difluoro-2-oxoethyl)-4-fluorobenzoic acid methyl ester